5-(aminomethyl)-3-isopropyl-1-[4-(trifluoromethyl)phenyl]pyrimidine-2,4-dione hydrochloride Cl.NCC=1C(N(C(N(C1)C1=CC=C(C=C1)C(F)(F)F)=O)C(C)C)=O